Cl.FC(C1=NC(=NC=C1)C12CC(C1)(C2)N)(F)F 3-(4-(trifluoromethyl)pyrimidin-2-yl)bicyclo[1.1.1]Pentane-1-amine hydrochloride